C(C)(C)(C)OC(=O)N1CCN(CC1)C1=NC(=C(C(=C1C#N)CC)C#N)C(C(=O)OC)C1=CC=C(C=C1)F 4-(3,5-dicyano-4-ethyl-6-(1-(4-fluorophenyl)-2-methoxy-2-oxoethyl)pyridin-2-yl)piperazine-1-carboxylic acid tert-butyl ester